4-[2-(4-pyridyl)-5-[4-(4-pyridyl)pyrazol-1-yl]pyrazolo[1,5-a]pyrimidin-7-yl]morpholine N1=CC=C(C=C1)C1=NN2C(N=C(C=C2N2CCOCC2)N2N=CC(=C2)C2=CC=NC=C2)=C1